S=C(C=C)C(C=C)=O 3-thioxohexadien-4-one